O=C1NC(CCC1N1C(C2=CC=CC=C2C(C1=O)NCCOCCC(=O)O)=O)=O 3-(2-((2-(2,6-dioxopiperidin-3-yl)-1,3-dioxoisoquinolin-4-yl)amino)ethoxy)propionic acid